ClC1=NN2C(C(=N1)NC)=CC=C2C[C@H]2O[C@@H]([C@@H]1[C@H]2OC(O1)(C)C)COCP(OCC)(OCC)=O diethyl ((((3aR,4R,6R,6aS)-6-((2-chloro-4-(methylamino)pyrrolo[2,1-f][1,2,4]Triazin-7-yl)methyl)-2,2-dimethyltetrahydrofurano[3,4-d][1,3]dioxolan-4-yl)methoxy)methyl)phosphonate